N,N'-bis[3-(3,5-di-tert-butyl-4-hydroxyphenyl)propionyl]hexanediamine C(C)(C)(C)C=1C=C(C=C(C1O)C(C)(C)C)CCC(=O)NC(CCCCC)NC(CCC1=CC(=C(C(=C1)C(C)(C)C)O)C(C)(C)C)=O